bis(3,4,6-trichloro-2-{[(2,3-dimethylphenyl)methoxy] carbonyl}phenyl)-Oxalat ClC=1C(=C(C(=CC1Cl)Cl)OC(C(=O)OC1=C(C(=C(C=C1Cl)Cl)Cl)C(=O)OCC1=C(C(=CC=C1)C)C)=O)C(=O)OCC1=C(C(=CC=C1)C)C